CC1(CCC1)NCC1=CC(=C2CN(C(C2=C1)=O)C1=CC(=CC=C1)[C@@H](N1N=NC=C1)C1COC1)C(F)(F)F (S)-6-(((1-methylcyclobutyl)amino)methyl)-2-(3-(oxetan-3-yl(1H-1,2,3-triazol-1-yl)methyl)phenyl)-4-(trifluoromethyl)isoindolin-1-one